[Cl-].CC(C)(C)[NH+]=P(N1CCCC1)(N1CCCC1)N1CCCC1 2-methyl-N-(tri(pyrrolidin-1-yl)-λ5-phosphanylidene)propan-2-aminium Chloride